2-(2-(2-(4-bromophenyl)-1,3-dithian-2-yl)vinyl)-1H-pyrrole BrC1=CC=C(C=C1)C1(SCCCS1)C=CC=1NC=CC1